FC1=C(C=CC=C1)[C@H](C)N1C(=NN=C1)C1=CC=CC(=N1)N1CC=2C(=NC(=CC2C1=O)N(C)C(C)C)CNC (S)-2-(6-(4-(1-(2-fluorophenyl)Ethyl)-4H-1,2,4-triazol-3-yl)pyridin-2-yl)-6-(isopropyl(methyl)amino)-4-((methylamino)methyl)-2,3-Dihydro-1H-pyrrolo[3,4-c]pyridin-1-one